(R)-4-(2-chloro-6-(1-(methylsulfonyl)cyclopropyl)pyrimidin-4-yl)-3-methylmorpholine ClC1=NC(=CC(=N1)N1[C@@H](COCC1)C)C1(CC1)S(=O)(=O)C